FC(C(=O)O)(F)F.NCCC1=C(C=C(C=C1)NC1=NC=2N(C(=C1)NC1CC1)N=CC2C#N)CS(=O)(=O)C 5-((4-(2-Aminoethyl)-3-((methylsulfonyl)methyl)phenyl)amino)-7-(cyclopropylamino)pyrazolo[1,5-a]pyrimidine-3-carbonitrile monotrifluoroacetic acid salt